N1CCC=2C1=NC1=CC(=CC=C1C2)CC[C@@]2([C@H]([C@H]([C@@H](C2)N2C=CC1=C2N=CN=C1C)O)O)C (1S,2R,3S,5R)-3-(2-(2,3-dihydro-1H-pyrrolo[2,3-b]quinolin-7-yl)ethyl)-3-methyl-5-(4-methyl-7H-pyrrolo[2,3-d]pyrimidin-7-yl)cyclopentane-1,2-diol